2-(3-(((1R,2S,3S,5R)-6,6-difluoro-2-methoxy-1,5-dimethyl-8-azabicyclo[3.2.1]octan-3-yl)oxy)-1,2,4-triazin-6-yl)-5-(1H-imidazol-1-yl)phenol FC1([C@]2(C[C@@H]([C@H]([C@@](C1)(N2)C)OC)OC=2N=NC(=CN2)C2=C(C=C(C=C2)N2C=NC=C2)O)C)F